BrC=1C=CC=C2C=CN=CC12 8-bromoisoquinoline